ClC=1C=C(OC=2C=CC(=NC2)N)C=CC1F 5-(3-chloro-4-fluorophenoxy)pyridin-2-amine